1-(4-(aminomethyl)-1-oxo-1,2-dihydrophthalazin-6-yl)-N-(5,6,7,8-tetrahydroquinolin-8-yl)-N-((5-(trifluoromethyl)pyridin-2-yl)methyl)cyclopropane-1-carboxamide NCC1=NNC(C2=CC=C(C=C12)C1(CC1)C(=O)N(CC1=NC=C(C=C1)C(F)(F)F)C1CCCC=2C=CC=NC12)=O